tert-Butyl 3-(5-methyl-[1,2,4]triazolo[1,5-a]pyrimidin-7-yl)piperidine-1-carboxylate CC1=NC=2N(C(=C1)C1CN(CCC1)C(=O)OC(C)(C)C)N=CN2